3-(((1R,3r,5S)-bicyclo[3.1.0]hexan-3-yl)oxy)-4-((N,N-dimethylsulfamoyl)carbamoyl)-2-fluorobenzoic acid [C@H]12CC(C[C@@H]2C1)OC=1C(=C(C(=O)O)C=CC1C(NS(N(C)C)(=O)=O)=O)F